N-(2-cyclopropylpropan-2-yl)-5-(2-methylpyrimidin-5-yl)indazole-3-carboxamide C1(CC1)C(C)(C)NC(=O)C1=NNC2=CC=C(C=C12)C=1C=NC(=NC1)C